FC(C)(F)C1=NC(=CC(=N1)NC1=CC(=NC=C1C1=CN=C(O1)C)NC(C)=O)C N-(4-((2-(1,1-difluoroethyl)-6-methylpyrimidin-4-yl)amino)-5-(2-methyloxazol-5-yl)pyridin-2-yl)acetamide